(2-(5-bromo-4-chloro-6-(diethoxymethyl)-7H-pyrrolo[2,3-d]pyrimidin-7-yl)-2-methylpropyl)carbamic acid tert-butyl ester C(C)(C)(C)OC(NCC(C)(C)N1C(=C(C2=C1N=CN=C2Cl)Br)C(OCC)OCC)=O